N-(2-fluorophenyl)-6-(1-methyl-1H-pyrazol-4-yl)-2-(3-methyl-[1,2,4]triazolo[4,3-a]pyridin-6-yl)imidazo[1,2-a]pyrazin-3-amine FC1=C(C=CC=C1)NC1=C(N=C2N1C=C(N=C2)C=2C=NN(C2)C)C=2C=CC=1N(C2)C(=NN1)C